P(=O)(O)(O)OC[C@@H]1[C@H]([C@H]([C@@H](O1)C1=CNC(=O)NC1=O)O)O pseudouridine monophosphate